BrC1=CC=C2C(C(N(C2=C1)CC(CCCCCCCCCC)CCCCCCCC)=O)=O 6-bromo-1-(2-octyldodecyl)indole-2,3-dione